[1-benzyl-4-(5-fluoro-2-pyridyl)-4-piperidyl]-4-(trifluoromethoxy)benzenesulfonamide C(C1=CC=CC=C1)N1CCC(CC1)(C1=NC=C(C=C1)F)C1=C(C=CC(=C1)OC(F)(F)F)S(=O)(=O)N